rel-(1S,2S,3R)-8'-bromo-2-methyl-4'H-spiro[cyclopropane-1,5'-naphtho[2,1-d]isoxazol]-3'-amine BrC1=CC=C2[C@@]3(CC=4C(=NOC4C2=C1)N)[C@H](C3)C |o1:5,15|